2,5-difluoro-3-(1H-pyrazol-4-yl)benzoic acid methyl ester COC(C1=C(C(=CC(=C1)F)C=1C=NNC1)F)=O